ClC=1C=C(C=C(C1)NS(=O)(=O)C)NC(=O)C=1SC(=C(C1)C1=NC=C(C=C1)N1CC2(C1)CC(C2)(F)F)C N-(3-chloro-5-(methylsulfonamido)phenyl)-4-(5-(6,6-difluoro-2-azaspiro[3.3]heptan-2-yl)pyridin-2-yl)-5-methylthiophene-2-carboxamide